D-p-methylsulfonyl-phenyl-serine CS(=O)(=O)C1=CC=C(C=C1)N[C@@H](CO)C(=O)O